(S)-N-(1-(8-((2-fluoro-3-methyl-4-((1-methyl-1H-benzo[d][1,2,3]triazol-5-yl)oxy)phenyl)amino)pyrimido[5,4-d]pyrimidin-2-yl)azepan-3-yl)acrylamide FC1=C(C=CC(=C1C)OC1=CC2=C(N(N=N2)C)C=C1)NC1=NC=NC2=C1N=C(N=C2)N2C[C@H](CCCC2)NC(C=C)=O